tert-butyl (R)-(1-((2-(5-(4-(4,4,5,5-tetramethyl-1,3,2-dioxaborolan-2-yl)phenyl)-1-((2-(trimethylsilyl)ethoxy)methyl)-1H-imidazol-2-yl)pyridin-4-yl)methyl)piperidin-3-yl)carbamate CC1(OB(OC1(C)C)C1=CC=C(C=C1)C1=CN=C(N1COCC[Si](C)(C)C)C1=NC=CC(=C1)CN1C[C@@H](CCC1)NC(OC(C)(C)C)=O)C